2-(hydroxymethyl)piperidine-4-carbaldehyde OCC1NCCC(C1)C=O